C1=NC=CC2=C(C=CC=C12)NC(=O)NCC1=NC(=NO1)C=1C=NC=CC1 1-(isoquinolin-5-yl)-3-{[3-(pyridin-3-yl)-1,2,4-oxadiazol-5-yl]methyl}urea